(S)-5-Bromo-2-methyl-1-(naphthaleN-1-yl)-1H-benzo[d]imidazole BrC1=CC2=C(N(C(=N2)C)C2=CC=CC3=CC=CC=C23)C=C1